(1R,4R)-4-(2-(((R)-2-(3-fluorophenyl)-2-hydroxyethyl)amino)propan-2-yl)cyclohexane-1-carboxylic acid FC=1C=C(C=CC1)[C@H](CNC(C)(C)C1CCC(CC1)C(=O)O)O